Ethyl 4-iodo-3-(1-methylcyclopropyl)-1-((2-(trimethylsilyl)ethoxy)methyl)-1H-pyrazole-5-carboxylate IC=1C(=NN(C1C(=O)OCC)COCC[Si](C)(C)C)C1(CC1)C